10-(2-(3-methoxyphenyl)indol-3-yl)-10H-phenothiazine COC=1C=C(C=CC1)C=1NC2=CC=CC=C2C1N1C2=CC=CC=C2SC=2C=CC=CC12